6-(methylamino)nicotinic acid hexyl ester C(CCCCC)OC(C1=CN=C(C=C1)NC)=O